ClC1=C(C=C(C=C1)NC)C1COCCCN1C1=NC(=NC(=C1)C)N 4-[3-[2-Chloro-5-(methylamino)phenyl]-1,4-oxazepan-4-yl]-6-methyl-pyrimidin-2-amine